C1(CC1)S(=O)(=O)NC1=NC=CC(=N1)C(C(=O)NC1=NC=C(C=C1)C1=NC(=CN=C1)OCC)CCOC 2-(2-(cyclopropanesulfonamido)pyrimidin-4-yl)-N-(5-(6-ethoxypyrazin-2-yl)pyridin-2-yl)-4-methoxybutanamide